(5-fluoro-2-(1-methyl-1H-1,2,4-triazol-3-yl)phenyl)methanamine FC=1C=CC(=C(C1)CN)C1=NN(C=N1)C